tert-butyl (R)-(((tert-butoxycarbonyl)imino)(3-(3-(4-nonylphenyl)-1,2,4-oxadiazol-5-yl)pyrrolidin-1-yl)methyl)carbamate C(C)(C)(C)OC(=O)N=C(N1C[C@@H](CC1)C1=NC(=NO1)C1=CC=C(C=C1)CCCCCCCCC)NC(OC(C)(C)C)=O